Dihydronicotine N1CC=CC(=C1)C1N(C)CCC1